4-(2-amino-5-fluoro-3-isopropylphenyl)pyridine-carbonitrile NC1=C(C=C(C=C1C(C)C)F)C1=CC(=NC=C1)C#N